4-((1-(2-((3-(2,6-dioxopiperidin-3-yl)-4-oxo-3,4-dihydrobenzo[d][1,2,3]triazin-6-yl)oxy)acetyl)piperidin-4-yl)methylpiperazin-1-yl)benzamide O=C1NC(CCC1N1N=NC2=C(C1=O)C=C(C=C2)OCC(=O)N2CCC(CC2)CC2N(CCNC2)C2=CC=C(C(=O)N)C=C2)=O